OCC1=CN=NN1C 5-(hydroxymethyl)-1-methyl-1H-1,2,3-triazole